imino(methyl)({4-[5-methyl-7-(pyrrolidin-1-yl)-[1,2,4]triazolo[1,5-a]pyrimidin-6-yl]phenyl}methyl)-λ6-sulfanone N=S(=O)(CC1=CC=C(C=C1)C=1C(=NC=2N(C1N1CCCC1)N=CN2)C)C